6-bromo-4-((4-methoxybenzyl)amino)pyrazolo[1,5-a]pyridine-3-carboxylic acid BrC=1C=C(C=2N(C1)N=CC2C(=O)O)NCC2=CC=C(C=C2)OC